2-(4-((1R,3R)-3-aminocyclobutane-1-carbonyl)piperazine-1-yl)-5-(trifluoromethyl)nicotinamide NC1CC(C1)C(=O)N1CCN(CC1)C1=C(C(=O)N)C=C(C=N1)C(F)(F)F